COC=1C=C(C=CC1OC)C=1C=C2CCC3(C(C2=CC1)NC(O[C@@H]1CN2CCC1CC2)=O)CC3 (S)-quinuclidin-3-yl (6'-(3,4-dimethoxyphenyl)-3',4'-dihydro-1'H-spiro[cyclopropane-1,2'-naphthalen]-1'-yl)carbamate